phosphosilicon P(=O)(=O)[Si]